NC1=NC=C(C=C1C1=NC=C(C=C1)NC(=O)C1=CN(C=C(C1=O)C1=CC=C(C=C1)C)CC1CCOCC1)Br N-(2'-amino-5'-bromo-2,3'-bipyridin-5-yl)-5-(4-methylphenyl)-4-oxo-1-(tetrahydro-2H-pyran-4-ylmethyl)-1,4-dihydropyridine-3-carboxamide